(R)-N-(1-cyclobutyl-6-(trifluoromethyl)-1H-benzo[d]imidazol-2-yl)-2,3-dimethylbutanamide C1(CCC1)N1C(=NC2=C1C=C(C=C2)C(F)(F)F)NC([C@@H](C(C)C)C)=O